6-benzyl-4-((5-(5-cyclopropyl-2,4-difluoro-3-hydroxyphenyl)-1,3,4-thiadiazol-2-yl)methyl)-4,6-diazaspiro[2.4]heptane-5,7-dione C(C1=CC=CC=C1)N1C(N(C2(CC2)C1=O)CC=1SC(=NN1)C1=C(C(=C(C(=C1)C1CC1)F)O)F)=O